FC=1C=C(/C=C/C2=CC=C3C(C(COC3=C2)(C)C)NC(O[C@@H]2CN3CCC2CC3)=O)C=CC1 (S)-quinuclidin-3-yl (7-((E)-3-fluorostyryl)-3,3-dimethylchroman-4-yl)carbamate